5-methyl-2-(5-methylpyridin-2-yl)pyridine methyl-(R)-6-methyl-7-(2-oxo-2-((1,1,1-trifluoropropan-2-yl)amino)acetyl)-2,3-dihydro-1H-pyrrolizine-5-carboxylate COC(=O)C=1N2CCCC2=C(C1C)C(C(N[C@@H](C(F)(F)F)C)=O)=O.CC=1C=CC(=NC1)C1=NC=C(C=C1)C